1-Methyl-N-(4-((4-(4-(trifluoromethyl)piperidin-1-yl)phenyl)amino)benzyl)azetidine-3-carboxamide CN1CC(C1)C(=O)NCC1=CC=C(C=C1)NC1=CC=C(C=C1)N1CCC(CC1)C(F)(F)F